BrC1=CC(=CC=2[C@](COC21)(C2=CC=CC=C2)CC)C(=O)OC |r| (+/-)-Methyl 7-bromo-3-ethyl-3-phenyl-2,3-dihydrobenzofuran-5-carboxylate